C(C)(C)(C)OC(C[C@H]1N=C(C=2C(=C(SC2N2C(=NN=C12)C)C)C)C1=CC=C(C=C1)CC)=O tert-butyl-2-[(9R)-7-(4-ethylphenyl)-4,5,13-trimethyl-3-thia-1,8,11,12-tetraazatricyclo[8.3.0.02,6]-trideca-2(6),4,7,10,12-pentaen-9-yl]acetate